3-t-butylphenoxyacetic acid C(C)(C)(C)C=1C=C(OCC(=O)O)C=CC1